CN1N=C(C=C1C)NC1=NC=C(C(=N1)C1=CNC2=C(C=CC=C12)N1C(C2=CC=CC(=C2C1=O)F)=O)C 2-(3-(2-((1,5-dimethyl-1H-pyrazol-3-yl)amino)-5-methylpyrimidin-4-yl)-1H-indol-7-yl)-4-fluoroisoindoline-1,3-dione